C12(CC3CC(CC(C1)C3)C2)C(=O)NC2=CC(=CC(=C2)NC(=O)C23CC1CC(CC(C2)C1)C3)NC(=O)C31CC2CC(CC(C3)C2)C1 1,3,5-tris(1-adamantylcarbonylamino)benzene